C(C)N([C@@H]1CC[C@H](CC1)C1=CC2=C(NC(O2)=O)C=C1)[C@H](CSC1=CC=C(C=C1)F)CCC (S)-6-{trans-4-[Ethyl(1-(4-fluorophenylsulfanyl)pentan-2-yl)amino]-cyclohexyl}-3H-benzoxazol-2-one